6-((R)-1-hydroxyethyl)-4-methyl-7-oxo-1-azabicyclo[3.2.0]hept-2-ene-2-carboxylic acid-4-nitrobenzyl ester [N+](=O)([O-])C1=CC=C(COC(=O)C=2N3C(C(C3C(C2)C)[C@@H](C)O)=O)C=C1